tert-butyl (3-methyl-3,5,6,7-tetrahydro-2H-indeno[5,6-b]furan-4-yl)carbamate CC1C2=C(OC1)C=C1CCCC1=C2NC(OC(C)(C)C)=O